Ethyl-(2Z)-3-amino-4,4-difluoropent-2-enoat C(C)OC(\C=C(\C(C)(F)F)/N)=O